N-[(3-hydroxy-4-methoxypyridin-2-yl)carbonyl]-L-alanine (2S,3S)-3-(4-fluoro-2-methylphenyl)-4-methylpentan-2-yl ester FC1=CC(=C(C=C1)[C@@H]([C@H](C)OC([C@@H](NC(=O)C1=NC=CC(=C1O)OC)C)=O)C(C)C)C